Cyclopropyl(6-((2-(1-(cyclopropylsulfonyl)-1H-pyrazol-4-yl)pyrimidin-4-yl)amino)-4-(((1s,4s)-4-hydroxy-4-methylcyclohexyl)amino)pyridin-3-yl)methanone C1(CC1)C(=O)C=1C=NC(=CC1NC1CCC(CC1)(C)O)NC1=NC(=NC=C1)C=1C=NN(C1)S(=O)(=O)C1CC1